N-(3-aminopropyl)-1,3-diaminobutane NCCCNCCC(C)N